(S)-4-phenyl-5,5-diethyl-oxazolidinone C1(=CC=CC=C1)[C@@H]1NC(OC1(CC)CC)=O